BrCC1=C([C@@H](N=C(N1)C=1SC=CN1)C1=C(C(=CC=C1)F)C)C(=O)OCC Ethyl (4S)-6-(bromomethyl)-4-(3-fluoro-2-methyl-phenyl)-2-thiazol-2-yl-1,4-dihydropyrimidine-5-carboxylate